5-((4-(6-chloropyridazin-3-yl)piperazin-1-yl)methyl)-2-(2,4-dioxotetrahydropyrimidine-1(2H)-yl)isoindoline-1,3-dione ClC1=CC=C(N=N1)N1CCN(CC1)CC=1C=C2C(N(C(C2=CC1)=O)N1C(NC(CC1)=O)=O)=O